ClC=1C=C(C=CC1)C(C(=O)NC1=CC=CC=C1)O 2-(3-Chlorophenyl)-2-hydroxy-N-phenylacetamide